N-decanoyl-1-amino-cyclopropyl-carboxylic acid C(CCCCCCCCC)(=O)NC1(CC1)C(=O)O